C[Si](C)(C)C#CC1=C(C=C(C=C1)OCC(=O)OCC)OCC(=O)OCC diethyl 2,2'-{{4-[(trimethylsilyl)ethynyl]-1,3-phenylene}bis(oxy)}diacetate